C(C1=CC=CC=C1)OCC1CCN(CCO1)C(=O)OC(C)(C)C tert-butyl 7-[(benzyloxy)methyl]-1,4-oxazepane-4-carboxylate